FC=1C=C(C=C(C1)F)[C@@H]1CCN2N1C(C1(C2)CCN(CC1)C(C1=CC(=CC(=C1)OC)F)=O)=O (S)-7'-(3,5-difluorophenyl)-1-(3-fluoro-5-methoxybenzoyl)dihydro-1'H,3'H,5'H-spiro[piperidine-4,2'-pyrazolo[1,2-a]pyrazol]-1'-one